CC1(OB(OC1(C)C)C=1C=C(C=CC1)C=1CN(CC1)C(=O)OC(C)(C)C)C tert-butyl 3-(3-(4,4,5,5-tetramethyl-1,3,2-dioxaborolan-2-yl)phenyl)-2,5-dihydro-1H-pyrrole-1-carboxylate